4,4-dimethyl-isoxazolin-3-one CC1(C(NOC1)=O)C